4-oxo-4,5,6,7-tetrahydro-1-benzofuran-5-carboxylic acid methyl ester COC(=O)C1CCC2=C(C=CO2)C1=O